C(C)(C)N1N=C(C2=C1C=1N(N=C2)C=C(C1)C1=CC=NC=C1)NC1CCNCC1 1-isopropyl-N-(piperidin-4-yl)-8-(pyridin-4-yl)-1H-pyrazolo[3,4-d]pyrrolo[1,2-b]pyridazin-3-amine